ClC1=CC=C(C=C1)C(C(=O)NC1=C(C(=C(N1)C1=CC=CC=C1)CC(C)C)C1=CC(=C(C=C1)OC)OC)OCC#C 2-(4-chlorophenyl)-N-[4-(3,4-dimethoxyphenyl)isobutylphenylAzol-5-yl]-2-prop-2-ynyloxyacetamide